(dimethylamino)trimethyl-tin (IV) CN(C)[Sn](C)(C)C